NCSNOCCC1(CC1)C#N 1-(2-((aminomethyl-thioamino)oxy)ethyl)cyclopropane-1-carbonitrile